5-(3,3-diethoxyprop-1-yn-1-yl)-7H-pyrrolo[2,3-d]pyrimidin-4-amine C(C)OC(C#CC1=CNC=2N=CN=C(C21)N)OCC